BrC=1C(=C(C=CC1)C(C(=O)OC)(COS(=O)(=O)C)C)O Methyl 2-(3-bromo-2-hydroxyphenyl)-2-methyl-3-((methylsulfonyl)oxy)propanoate